dimethylsilanediyl-bis(2-ethyl-4-phenyl-indenyl)zirconium dichloride [Cl-].[Cl-].C[Si](=[Zr+2](C1C(=CC2=C(C=CC=C12)C1=CC=CC=C1)CC)C1C(=CC2=C(C=CC=C12)C1=CC=CC=C1)CC)C